1-{6-[(3S)-3-ethylmorpholin-4-yl]-2-{2-methyl-1H-pyrrolo[3,2-b]pyridin-5-yl}pyrimidin-4-yl}-N-methyl-methanesulfonamide C(C)[C@@H]1N(CCOC1)C1=CC(=NC(=N1)C1=CC=C2C(=N1)C=C(N2)C)CS(=O)(=O)NC